4-(difluoromethyl)-6-nonylpyridin-2-ol FC(C1=CC(=NC(=C1)CCCCCCCCC)O)F